C1(=CC=CC=C1)C1=NC=CC=C1.C1(=CC=CC=C1)C1=NC=CC=C1.[Pt+2] platinum (II) bis(phenylpyridine)